C(C1=CC=CC=C1)N1CCC(CC1)NC(=O)NC=1C=C(C=CC1)C[C@H](C(=O)O)[C@@H]1CN(CC1)C(=O)OC(C)(C)C (2S)-3-[3-[(1-Benzyl-4-piperidyl)carbamoylamino]phenyl]-2-[(3R)-1-tert-butoxycarbonylpyrrolidin-3-yl]propanoic acid